COC(=O)[C@@H]1N([C@@H](CC1)CC1CCC(CC1)OC)C(=O)OC(C)(C)C (2r,5s)-5-(((1r,4r)-4-methoxycyclohexyl)methyl)pyrrolidine-1,2-dicarboxylic acid 1-(tert-butyl) 2-methyl ester